FC1=C(C(=CC2=CC=C(C=C12)C1CNCCC1)O)N1CC(NS1(=O)=O)=O 5-[1-fluoro-3-hydroxy-7-(piperidin-3-yl)naphthalen-2-yl]-1λ6,2,5-thiadiazolidine-1,1,3-trione